2-(4-Bromo-5-fluoro-2-((2-methoxyethoxy)methoxy)phenyl)acetonitrile BrC1=CC(=C(C=C1F)CC#N)OCOCCOC